I.C(CC1=CC=CC=C1)N phenethylamine hydroiodic acid salt